tert-butyl N-[7-(3-chloropropoxy)-1,3-benzodioxol-5-yl]carbamate ClCCCOC1=CC(=CC2=C1OCO2)NC(OC(C)(C)C)=O